3-[6-[(E)-but-2-enyl]-7-oxo-1H-pyrrolo[2,3-c]pyridin-4-yl]-N-[2-(dimethylamino)ethyl]-4-methoxybenzamide C(\C=C\C)N1C(C2=C(C(=C1)C=1C=C(C(=O)NCCN(C)C)C=CC1OC)C=CN2)=O